FC1=NC(=CC=C1)B(O)O 2-Fluoropyridine-6-boronic acid